(3-prop-2-ynoxyphenyl)methanol C(C#C)OC=1C=C(C=CC1)CO